NC=1C=NN2C1N=C(C=C2NCCCC=2NC=CN2)C 3-amino-5-methyl-7-imidazolylpropylaminopyrazolo-[1,5-a]-pyrimidine